1H,2H,3H-pyrrolo[3,4-c]pyridine C1NCC=2C=NC=CC21